COC1=CC=C(C=C1)NC(=O)C1CC(CCC1C(C)C)C N-(4-methoxyphenyl)-p-menthanecarboxamide